(S)-N-((5-chloro-6-((3-methylisoxazol-5-yl)methoxy)-1H-indol-2-yl)methyl)oxetane-2-carboxamide ClC=1C=C2C=C(NC2=CC1OCC1=CC(=NO1)C)CNC(=O)[C@H]1OCC1